Methyl 2-(oxetan-3-ylmethyl)-5-({[6-(trifluoromethyl)pyridin-2-yl]carbonyl}amino)-2H-indazole-6-carboxylate O1CC(C1)CN1N=C2C=C(C(=CC2=C1)NC(=O)C1=NC(=CC=C1)C(F)(F)F)C(=O)OC